N-(p-toluenesulfonyl)acetamide CC1=CC=C(C=C1)S(=O)(=O)NC(C)=O